C(C)(C)(C)N(C(O)=O)CCC1=CC(=CC=2C3=CC(=CC=C3N(C12)S(=O)(=O)C1=CC=C(C)C=C1)Cl)Br.BrC1(NC(=CC=C1)OCC1=C(C=C(C=C1)Cl)C(F)(F)F)C1=CC=CC=C1C#N 2-bromo-6-((4-chloro-2-(trifluoromethyl)benzyl)oxy)pyridinebenzonitrile tert-butyl-(2-(3-bromo-6-chloro-9-tosyl-9H-carbazol-1-yl)ethyl)carbamate